4-phenyldiaza-benzoic acid ethyl ester C(C)OC(C1=NN=C(C=C1)C1=CC=CC=C1)=O